19-[(2,2-dimethyl-4,17-dioxo-3,8,11,14-tetraoxa-5-azaheptadecan-17-yl)amino]-5,18,22,35-tetraoxo-8,11,14,26,29,32-hexaoxa-4,17,23,36-tetraazanonatriacontane-1,39-dioic acid CC(C)(OC(NCCOCCOCCOCCC(=O)NC(C(NCCOCCOCCOCCC(NCCC(=O)O)=O)=O)CCC(NCCOCCOCCOCCC(NCCC(=O)O)=O)=O)=O)C